ClC1=NC(=C(C=C1C(N1[C@H](CN(CC1)C(=O)OC(C)(C)C)C)=NC(NC=1C(=NC=CC1)CC(C)C)=O)Cl)C1=C(C=CC=C1)F tert-butyl (S)-4-((2,5-dichloro-6-(2-fluorophenyl)pyridin-3-yl)(((2-isobutylpyridin-3-yl)carbamoyl)imino)methyl)-3-methylpiperazine-1-carboxylate